[N+](#[C-])C1CCN(CC1)C(=O)[C@@H]1CN([C@H](O1)C(F)(F)F)C1=CC(=C(C#N)C=C1)C(F)(F)F 4-((2R,5S)-5-(4-Isocyanopiperidin-1-carbonyl)-2-(trifluoromethyl)oxazolidin-3-yl)-2-(trifluoromethyl)benzonitril